2-(cyclopropanecarboxamido)-6-methylpyrimidine-4-carboxylic acid C1(CC1)C(=O)NC1=NC(=CC(=N1)C(=O)O)C